C(C)N(CCC)CC1=CC=C(C=C1)SSC1=CC=C(C=C1)CN(CCC)CC N-ethyl-N-[[4-[[4-[[ethyl(propyl)amino]methyl]phenyl]disulfanyl]phenyl]methyl]propan-1-amine